tert-butyl (2-(2-(4-(4-((6-(3-(4-(tert-butyl)benzamido)-2-methylphenyl)-4-methyl-3-oxo-3,4-dihydropyrazin-2-yl)amino)benzoyl)piperazin-1-yl)ethoxy)ethyl)carbamate C(C)(C)(C)C1=CC=C(C(=O)NC=2C(=C(C=CC2)C2=CN(C(C(=N2)NC2=CC=C(C(=O)N3CCN(CC3)CCOCCNC(OC(C)(C)C)=O)C=C2)=O)C)C)C=C1